C(C1CO1)OCCCCCCCCCO[Si](OC)(C)CCCCCCCCOCC1CO1 8-glycidyloxyoctyl-glycidyloxyoctylmethyl-dimethoxysilane